BrC=1C(=CC=2C(CCC(C2C1)(C)C)(C)C)NC=1C(=CC=CC1)N N1-(3-bromo-5,5,8,8-tetramethyl-5,6,7,8-tetrahydronaphthalen-2-yl)benzene-1,2-diamine